4-phenyl-2-(p-tolyl)butyronitrile C1(=CC=CC=C1)CCC(C#N)C1=CC=C(C=C1)C